The molecule is a dipeptide formed from L-tyrosine and L-histidine residues. It has a role as a metabolite. It derives from a L-tyrosine and a L-histidine. C1=CC(=CC=C1C[C@@H](C(=O)N[C@@H](CC2=CN=CN2)C(=O)O)N)O